5-fluoro-5-methylpiperidin FC1(CCCNC1)C